3-(2,6-Difluorobenzyl)-6,8-dimethoxy-1,2,4-triazolo-[4,3-a]pyrazine FC1=C(CC2=NN=C3N2C=C(N=C3OC)OC)C(=CC=C1)F